N-(5-(5-(cyclopropylmethyl)-4,5,6,7-tetrahydrothieno[3,2-c]pyridin-2-yl)-2-hydroxy-3-methoxyphenyl)acrylamide C1(CC1)CN1CC2=C(CC1)SC(=C2)C=2C=C(C(=C(C2)NC(C=C)=O)O)OC